[Pd](Cl)Cl.C1(=CC=CC=C1)P(CCCP(C1=CC=CC=C1)C1=CC=CC=C1)C1=CC=CC=C1 [1,3-bis(diphenylphosphino)propane] palladium (II) dichloride